ClC1=C(C(=O)O)C=C(C(=C1Cl)Cl)Cl 2,3,4,5-tetrachlorobenzoic acid